(S)-1-benzyl-5-tert-butyl-2-(2-(((benzyloxy)carbonyl)amino)acetamido)pentanediol C(C1=CC=CC=C1)C([C@H](CCCC(C)(C)C)NC(CNC(=O)OCC1=CC=CC=C1)=O)(O)O